((2-((4,5-dimethylthiazol-2-yl)carbamoyl)phenyl)amino)-16-oxo-4,7,10,13-tetraoxahexadecanoic acid CC=1N=C(SC1C)NC(=O)C1=C(C=CC=C1)NC(C(=O)O)COCCOCCOCCOCCC=O